2-hydroxy-1-(4-(1-(2-oxo-2-(4-(o-tolyloxy)piperidin-1-yl)ethyl)-4,5,6,7-tetrahydro-1H-indazole-3-carbonyl)piperazin-1-yl)ethanone OCC(=O)N1CCN(CC1)C(=O)C1=NN(C=2CCCCC12)CC(N1CCC(CC1)OC1=C(C=CC=C1)C)=O